4-(2-chlorothiazol-5-yl)-5H-oxathiazole-2,2-dioxide ClC=1SC(=CN1)C1=NS(OC1)(=O)=O